C(CCCCCCCCCCCCCCCCC)OC(C[N+](C)(C)C)P(OC[C@@H](CO)OC(=O)O)(=O)[O-] O-octadecyl-2-O-carboxyl-sn-glycero-3-phosphocholine